2-oxo-4-(2-methoxyphenyl)-2H-chromen-7-yl trifluoromethanesulfonate FC(S(=O)(=O)OC1=CC=C2C(=CC(OC2=C1)=O)C1=C(C=CC=C1)OC)(F)F